BrC1=CC(=C(C=C1)NC(=O)NN1C(NC(C1=O)(C)CCC1=C(C=CC=C1)O)=O)F 1-(4-bromo-2-fluorophenyl)-3-{4-[2-(2-hydroxyphenyl)ethyl]-4-methyl-2,5-dioxoimidazolidin-1-yl}urea